(2,4-difluorophenyl)(4-(3-(1-methyl-1H-pyrazol-4-yl)pyrido[3,4-b]pyrazin-2-yl)piperazin-1-yl)methanone FC1=C(C=CC(=C1)F)C(=O)N1CCN(CC1)C=1N=C2C(=NC1C=1C=NN(C1)C)C=NC=C2